NC1=NN=C(S1)N1CCC(CC1)OC1=NN=C(S1)NC(CC1=CC=CC=C1)=O N-{5-[1-(5-Amino-[1,3,4]thiadiazol-2-yl)-piperidin-4-yloxy]-[1,3,4]thiadi-azol-2-yl}-2-phenyl-acetamide